3-(1-(4-(5-((1-(5-(2-(2,6-dioxopiperidin-3-yl)-1-oxo-1,2-dihydrophthalazin-5-yl)pentyl)piperidin-4-yl)methoxy)pyrimidin-2-yl)benzyl)-6-oxo-1,6-dihydropyridazin-3-yl)Benzonitrile O=C1NC(CCC1N1C(C2=CC=CC(=C2C=N1)CCCCCN1CCC(CC1)COC=1C=NC(=NC1)C1=CC=C(CN2N=C(C=CC2=O)C=2C=C(C#N)C=CC2)C=C1)=O)=O